C(C)OC(=O)C1CN(CCC1)C1=NC=NC2=CC(=CC=C12)Cl 1-(7-chloroquinazolin-4-yl)piperidine-3-carboxylic acid ethyl ester